1-(5-(3-aminoprop-1-yn-1-yl)-1-methyl-1H-indazol-3-yl)dihydropyrimidine-2,4(1H,3H)-dione NCC#CC=1C=C2C(=NN(C2=CC1)C)N1C(NC(CC1)=O)=O